C1(CC1)S(=O)(=O)C=1C(=C(C=CC1)NC1=NC=C(C(=N1)C1=CNC2=C(C=CC=C12)NC([C@@H](C)N1CCN(CC1)C)=O)C)F (R)-N-(3-(2-(3-(Cyclopropylsulfonyl)-2-fluorophenylamino)-5-methylpyrimidin-4-yl)-1H-indol-7-yl)-2-(4-methylpiperazin-1-yl)propanamid